S-(3-(((benzyloxy)carbonyl)amino)-2-methylpropyl) ethanethioate C(C)(SCC(CNC(=O)OCC1=CC=CC=C1)C)=O